NC1=C(CN2CCNCC2)C=CC=C1 4-(2-aminobenzyl)piperazin